ferric chloride, cerium salt [Ce].[Fe](Cl)(Cl)Cl